(S)-7-methoxy-2-methyl-6-((1-methylpyrrolidin-2-yl)methoxy)quinazolin-4(3H)-one COC1=C(C=C2C(NC(=NC2=C1)C)=O)OC[C@H]1N(CCC1)C